N12C=CCCCC2(NCCC1)C=1C=CC=C(C1C(=O)[O-])O 1,8-diazabicyclo[5.4.0]undecene-7-salicylate